BrC1=NC(=CC=C1)C1(CCC1)OC 2-Bromo-6-(1-methoxycyclobutyl)pyridine